(S)-N-(2-(2-chlorophenyl)propan-2-yl)-2-methyl-3-(pyrrolidin-1-yl)propanamide ClC1=C(C=CC=C1)C(C)(C)NC([C@H](CN1CCCC1)C)=O